N-(3-aminopropyl)-diethylethanolamine NCCCNCC(O)(CC)CC